1,8-dihydroxyl-3-methoxy-6-methylanthraquinone OC1=CC(=CC=2C(C3=CC(=CC(=C3C(C12)=O)O)C)=O)OC